5-(2-chloro-4-fluoro-5-methoxyphenyl)-3-(5-chloroisoquinolin-4-yl)thieno[3,2-d]pyrimidine-2,4(1H,3H)-dione ClC1=C(C=C(C(=C1)F)OC)S1C=CC=2NC(N(C(C21)=O)C2=CN=CC1=CC=CC(=C21)Cl)=O